CCC(=O)C1=C(C=C(C=C1)O)O 2,4-dihydroxypropiophenone